6-chloro-1-(2-chlorophenyl)-4-(methylamino)-7-(trifluoromethyl)-quinazolin-2(1H)-one ClC=1C=C2C(=NC(N(C2=CC1C(F)(F)F)C1=C(C=CC=C1)Cl)=O)NC